6-amino-2-(6-amino-3-azabicyclo[3.2.0]hept-3-yl)-5-((2,3-dichlorophenyl)thio)pyrimidin-4(3H)-one NC1=C(C(NC(=N1)N1CC2CC(C2C1)N)=O)SC1=C(C(=CC=C1)Cl)Cl